N-(5-(2-methylpiperazin-1-yl)pyridin-2-yl)benzamide CC1N(CCNC1)C=1C=CC(=NC1)NC(C1=CC=CC=C1)=O